5-((1-((2-(trimethylsilyl)ethoxy)methyl)-4,5,6,7-tetrahydroindazol-4-yl)methoxy)-1,3,4-thiadiazol-2-amine C[Si](CCOCN1N=CC=2C(CCCC12)COC1=NN=C(S1)N)(C)C